C(C1=CC=CC=C1)N1S(NC(C2=C1C=CC(=C2)C2=C(C=C(C=C2)C)Cl)=O)(=O)=O 1-Benzyl-6-(2-chloro-4-methylphenyl)-1H-benzo[c][1,2,6]thiadiazin-4(3H)-one 2,2-dioxide